C1(=CC=CC=C1)P(OC(CC1=CC=CC=C1)(C)C)(=S)C1=CC=CC=C1 2-methyl-1-phenylpropan-2-yl diphenylphosphinothioate